N1(N=NC=C1)C[C@H](C)NC(=O)C1=NC(=C(N=C1N)C=1OC=CN1)C=1C=CC=2N(C1)C(=CN2)C (S)-N-(1-(1H-1,2,3-triazol-1-yl)propan-2-yl)-3-amino-6-(3-methylimidazo[1,2-a]pyridin-6-yl)-5-(oxazol-2-yl)pyrazine-2-carboxamide